IC=1N=C(N(N1)C(C)C)C1C2CC(CC12)=O 6-(5-iodo-2-isopropyl-1,2,4-triazol-3-yl)bicyclo[3.1.0]hexane-3-one